C(N)(O[C@H](C(NC1=CC=C(C=C1)C1=CC=C(C=C1)OC(F)(F)F)=O)CCC)=O (S)-(1-oxo-1-((4'-(trifluoromethoxy)-[1,1'-biphenyl]-4-yl) amino) pent-2-yl) carbamate